OC[C@H]1CNC=2C(=CC=3C(N(CC3C2)[C@@H]2C(NC(CC2)=O)=O)=O)O1 (S)-3-((R)-2-(hydroxymethyl)-8-oxo-3,4,6,8-tetrahydro-[1,4]oxazino[2,3-f]isoindol-7(2H)-yl)piperidine-2,6-dione